5-bromo-6-methyl-3-pyridinecarboxylic acid methyl ester COC(=O)C=1C=NC(=C(C1)Br)C